OCCNC(=O)NCCO N,N'-di(2-hydroxyethyl)urea